OCCN(C1=NC=CC(=C1)C1=CC(=NC=C1)NC(\C=C\C=1C=C(C=CC1)C)=O)C (E)-N-(2'-((2-hydroxyethyl)(methyl)amino)-[4,4'-bipyridyl]-2-yl)-3-(m-tolyl)acrylamide